2-(rac-(3S,4S)-1,4-dimethylpyrrolidin-3-yl)-5-((S)-5-methyl-3,4,5,6-tetrahydropyridin-2-yl)benzo[d]thiazole CN1C[C@H]([C@@H](C1)C)C=1SC2=C(N1)C=C(C=C2)C2=NC[C@H](CC2)C |&1:3,4|